4-(6-((Tetrahydrofuran-3-yl)methoxy)pyridin-3-yl)piperazine-1-carboxylic acid tert-butyl ester C(C)(C)(C)OC(=O)N1CCN(CC1)C=1C=NC(=CC1)OCC1COCC1